C(CCCCCCCCCCCCCCC)(=O)N1[C@@H](CCC1)C(=O)O N-palmitoyl-proline